bis(dodecylphenyl)iodonium tetrafluoroborate F[B-](F)(F)F.C(CCCCCCCCCCC)C1=C(C=CC=C1)[I+]C1=C(C=CC=C1)CCCCCCCCCCCC